C(CCCCCCCCCCCCCCCCC)(=O)OCC(COC(C=C)=O)(COC(C=C)=O)CO pentaerythritol diacrylate monostearate